C(=C)[Si](O[Si](O[Si](C)(C)C=C)(C)C=C)(C)C 1,3,5-trivinyl-1,1,3,5,5-pentamethyltrisiloxane